BrC(C)C1=CC(=NC(=N1)N1N=C(C=C1)C(F)(F)F)NC1CCC(CC1)(F)F 6-(1-bromoethyl)-N-(4,4-difluorocyclohexyl)-2-(3-(trifluoromethyl)-1H-pyrazol-1-yl)pyrimidin-4-amine